ethyl 2-(3-fluoro-5-isopropyl-2-methoxyphenyl)-2-((R)-3-(methyl(5-(5,6,7,8-tetrahydro-1,8-naphthyridin-2-yl)pentyl)amino)pyrrolidin-1-yl)acetate FC=1C(=C(C=C(C1)C(C)C)C(C(=O)OCC)N1C[C@@H](CC1)N(CCCCCC1=NC=2NCCCC2C=C1)C)OC